OC1=CC=CC(C1)C=1C=C(SC1)C(=O)NC1=CC(=CC=C1)NS(=O)(=O)C 4-(5-hydroxycyclohexa-2,4-dien-1-yl)-N-(3-(methylsulfonamido)phenyl)thiophene-2-carboxamide